COC(=O)C1=C(C=CC=C1)[S+](C1=CC=CC=C1)C1=C(C=CC=C1)C(=O)OC bis(methoxycarbonylphenyl)phenylsulfonium